C(C)(=O)C1=CN(C2=CC=C(C=C12)C1=CN=NC=C1)CC(=O)N1[C@@H](C[C@H](C1)F)C(=O)NC1=C(C(=CC=C1)Cl)N1N=CN=C1 (2S,4R)-1-(2-(3-acetyl-5-(pyridazin-4-yl)-1H-indol-1-yl)acetyl)-N-(3-chloro-2-(1H-1,2,4-triazol-1-yl)phenyl)-4-fluoropyrrolidine-2-carboxamide